N-[4-fluoro-3-(trifluoromethyl)phenyl]-1,3,5-trimethyl-4-[2-oxo-2-(prop-2-ynylamino)acetyl]pyrrole-2-carboxamide FC1=C(C=C(C=C1)NC(=O)C=1N(C(=C(C1C)C(C(NCC#C)=O)=O)C)C)C(F)(F)F